3-carboxypyrrolidin C(=O)(O)C1CNCC1